t-butyl-carbazole boron [B].C(C)(C)(C)C1=CC=CC=2C3=CC=CC=C3NC12